3-((4-((4-(((adamantan-1-yl)amino)methyl)benzyl)amino)phenyl)amino)piperidine-2,6-dione C12(CC3CC(CC(C1)C3)C2)NCC2=CC=C(CNC3=CC=C(C=C3)NC3C(NC(CC3)=O)=O)C=C2